BrC=1C(=NN2C1N=C(C=C2)C(OCC)=N)C2=CC(=CC=C2)C#N ethyl 3-bromo-2-(3-cyanophenyl)pyrazolo[1,5-a]pyrimidine-5-carboximidate